C(CCCCCCCCCCC)NC(=O)N 1-dodecylurea